C(C)(=O)NCCCC[C@H](NC=1C=C2C(N(C(C2=CC1)=O)C1C(NC(CC1)=O)=O)=O)C(=O)OC methyl N6-acetyl-N2-(2-(2,6-dioxopiperidin-3-yl)-1,3-dioxoisoindolin-5-yl)-L-lysinate